(E)-N-(2-cyano-4-(8-(2,6-dimethyl-2H-indazol-5-yl)indolizine-3-carbonyl)phenyl)-4-(((1r,4r)-4-methoxycyclohexyl)amino)but-2-enamide C(#N)C1=C(C=CC(=C1)C(=O)C1=CC=C2C(=CC=CN12)C1=CC2=CN(N=C2C=C1C)C)NC(\C=C\CNC1CCC(CC1)OC)=O